4-(5-chloro-4-(7-methyl-1H-indol-3-yl)pyrimidin-2-yl)-N1-(2-(dimethylamino)ethyl)-N1-methyl-2-nitrobenzene-1,4-diamine ClC=1C(=NC(=NC1)C1(CC(=C(C=C1)N(C)CCN(C)C)[N+](=O)[O-])N)C1=CNC2=C(C=CC=C12)C